C([C@H](O)CC(=O)[O-])(=O)[O-] R-malate